C(C)CCC(CC)O ethyl-3-pentanol